FC(C(=O)O)(F)F.C(C)[C@@]1(COC2=C1C=C(C=C2C(=O)NC)C(=O)NCC[C@@H]2CNCCO2)C2=CC=CC=C2 |&1:9| (+/-)-3-ethyl-N7-methyl-N5-(2-((R)-morpholin-2-yl)ethyl)-3-phenyl-2,3-dihydrobenzofuran-5,7-dicarboxamide 2,2,2-trifluoroacetate